BrC=1C=CC(=C2C=CN=CC12)C(C=C(C(F)(F)F)C1=CC(=C(C(=C1)Cl)F)Cl)=O 1-(8-bromo-5-isoquinolinyl)-3-(3,5-dichloro-4-fluorophenyl)-4,4,4-trifluoro-2-buten-1-one